1-Propen C=CC